N'-(2,5-di-methyl-4-{3-[(2,2,3,3-tetrafluoropropyl)sulfanyl]phenoxy}phenyl)-N-ethyl-N-methylimidoformamide CC1=C(C=C(C(=C1)OC1=CC(=CC=C1)SCC(C(F)F)(F)F)C)N=CN(C)CC